C(C=C)(=O)N1[C@H](CN(C[C@H]1C)C1=C(C(N(C2=NC(=C(C=C12)Cl)C1=C(C=CC=C1F)N)C=1C(=NC=NC1C(C)C)C(C)C)=O)C#N)C 4-((3S,5R)-4-propenoyl-3,5-dimethylpiperazin-1-yl)-7-(2-amino-6-fluorophenyl)-6-chloro-1-(4,6-diisopropylpyrimidin-5-yl)-2-oxo-1,2-dihydro-1,8-naphthyridine-3-carbonitrile